C1(CCCCC1)N(C1=C(C(=CC=C1)F)C1(CC=C(C=C1)S(=O)(=O)N(C)C)S(=O)(=O)N)C 1-(2-(cyclohexyl(methyl)amino)-6-fluorophenyl)-N4,N4-dimethylbenzene-1,4-disulfonamide